C1(CC1)CC(=O)NCC(C1=CC=C(C=C1)C1=NOC(=N1)C(F)(F)F)=O 2-cyclopropyl-N-(2-oxo-2-(4-(5-(trifluoromethyl)-1,2,4-oxadiazol-3-yl)phenyl)ethyl)acetamide